5-(1-(1-(3-(2,4-difluorophenoxy)-1,6-naphthyridin-7-yl)-2,2,2-trifluoroethyl)piperidin-3-yl)-1-(2,2,2-trifluoroethyl)pyridin-2(1H)-one FC1=C(OC=2C=NC3=CC(=NC=C3C2)C(C(F)(F)F)N2CC(CCC2)C=2C=CC(N(C2)CC(F)(F)F)=O)C=CC(=C1)F